2-(2,6-Dioxopiperidin-3-yl)-5-((6-(5-(quinoxalin-2-yl)thiazol-2-yl)hexyl)amino)isoindoline O=C1NC(CCC1N1CC2=CC=C(C=C2C1)NCCCCCCC=1SC(=CN1)C1=NC2=CC=CC=C2N=C1)=O